CN(C(C)C)CC1CNCC1 N-methyl-N-(pyrrolidin-3-ylmethyl)propan-2-amine